3,4-dihydroxybenzaldehyd OC=1C=C(C=O)C=CC1O